1,3-dioxoisoindolin-2-yl (R)-2-(tetrahydro-2H-pyran-4-yl)propanoate O1CCC(CC1)[C@H](C(=O)ON1C(C2=CC=CC=C2C1=O)=O)C